Nε-(carboxylmethyl)lysine C(=O)(O)CNCCCC[C@H](N)C(=O)O